NC1=NC(=CC(=N1)N1CCC2(C[C@H](NC2)C(=O)OCC)CC1)O[C@@H](C(F)(F)F)C1=C(C=CC=C1)C1=CC(=CC=C1)F (S)-ethyl 8-(2-amino-6-((R)-2,2,2-trifluoro-1-(3'-fluoro-[1,1'-biphenyl]-2-yl)ethoxy)pyrimidin-4-yl)-2,8-diazaspiro[4.5]decane-3-carboxylate